3,5-dimethyl-cyclohexyl-dimethoxysilane CC1CC(CC(C1)C)[SiH](OC)OC